C1(CCCCCC1)NC(OC1=CC(=CC=C1)C=1C=NC=C(C1)C(F)(F)F)=O 3-(5-(trifluoromethyl)pyridin-3-yl)phenyl cycloheptylcarbamate